N-[7-(4-amino-5-{3-fluoro-4-[(4-methylpyrimidin-2-yl)oxy]phenyl}-7-methyl-5H-pyrrolo[3,2-d]pyrimidin-6-yl)-2,3-dihydro-1-benzofuran-4-yl]acrylamide NC=1C2=C(N=CN1)C(=C(N2C2=CC(=C(C=C2)OC2=NC=CC(=N2)C)F)C2=CC=C(C=1CCOC12)NC(C=C)=O)C